ClC1=C(C(=C(C(=N1)N1CCC(CC1)NC([C@H](C)NC(OC(C)(C)C)=O)=O)C#N)CC)C#N (S)-tert-butyl (1-((1-(6-chloro-3,5-dicyano-4-ethylpyridin-2-yl)piperidin-4-yl)amino)-1-oxopropan-2-yl)carbamate